C(#N)C1=CC(=C(C=C1)COC1=CC=CC(=N1)C1=CC(=C(C=C1C)CC(=O)O)F)F 2-[4-[6-[(4-cyano-2-fluoro-phenyl)methoxy]-2-pyridyl]-2-fluoro-5-methyl-phenyl]acetic acid